tert-butyl-3-(2-(1,3-dioxolan-2-yl)pyridin-4-yl)-4-oxopiperidine C(C)(C)(C)N1CC(C(CC1)=O)C1=CC(=NC=C1)C1OCCO1